N-(1-((1R,3R)-3-(difluoromethyl)cyclopentyl)-2-oxo-1,2-dihydropyridin-3-yl)-4-((2-hydroxyethyl)sulfonamido)-2-(6-azaspiro[2.5]octan-6-yl)benzamide FC([C@H]1C[C@@H](CC1)N1C(C(=CC=C1)NC(C1=C(C=C(C=C1)NS(=O)(=O)CCO)N1CCC2(CC2)CC1)=O)=O)F